F[C@@H]1C2CCC(C[C@@H]1N1CCC3=C1N=NC(=C3)C3=C(C=C1N=C(C=NC1=C3)C)O)N2 7-{7-[(2R,3S)-2-fluoro-8-azabicyclo[3.2.1]octan-3-yl]-6,7-dihydro-5H-pyrrolo[2,3-c]pyridazin-3-yl}-3-methylquinoxalin-6-ol